CC(C=O)CC1=CC=C(C=C1)C(C)C 2-methyl-3-(4-isopropylphenyl)propanal